NC1(CCN(CC1)C=1N(C(C2=C(N1)NN=C2C#CC2=CC(=CC=C2)F)=O)C)C 6-(4-amino-4-methylpiperidin-1-yl)-3-((3-fluorophenyl)ethynyl)-5-methyl-1,5-dihydro-4H-pyrazolo[3,4-d]pyrimidin-4-one